COCC1=NN(C(=C1)C(=O)[O-])C.[Li+] lithium 3-(methoxymethyl)-1-methyl-1H-pyrazole-5-carboxylate